FC(S(=O)(=O)OC1=C2C(=NN(C2=CC=C1C1CC1)COCC[Si](C)(C)C)Cl)(F)F chloro-5-cyclopropyl-1-((2-(trimethylsilyl) ethoxy) methyl)-1H-indazol-4-yl trifluoromethanesulfonate